cyclohexane-1,4-dicarboxylic acid diisoheptyl ester C(CCCC(C)C)OC(=O)C1CCC(CC1)C(=O)OCCCCC(C)C